C(C)(C)(C)/C=1/N=C(C(C2=C(\N1)C=CC=C2)=CC)C2=CC=CC=C2 (Z)-2-(tert-Butyl)-5-ethylidene-4-phenyl-5H-benzo[d][1,3]diazepine